N-(2-(N-benzyl-2-cyclobutyl-2-hydroxyacetamido)-4-METHYLPHENYL)-2,3,4,5,6-pentafluorobenzamide C(C1=CC=CC=C1)N(C(C(O)C1CCC1)=O)C1=C(C=CC(=C1)C)NC(C1=C(C(=C(C(=C1F)F)F)F)F)=O